FC=1C=C(OCC(=O)N(CC=2SC=CC2)C2=CC=CC=C2)C=CC1OC 2-(3-fluoro-4-methoxyphenoxy)-N-phenyl-N-(thiophen-2-ylmethyl)acetamide